6-nitro-1,8-naphthyridin-2(1H)-one [N+](=O)([O-])C=1C=C2C=CC(NC2=NC1)=O